[Li].B(OC1=C(C(=C(C(=C1F)F)F)F)F)(OC1=C(C(=C(C(=C1F)F)F)F)F)OC1=C(C(=C(C(=C1F)F)F)F)F tris(pentafluorophenyl) borate lithium salt